methyl (2S)-2-(7-chloro-1,1-dioxido-3,4-dihydro-2H-pyrido[4,3-b][1,4,5]oxathiazepin-2-yl)-3-(6-fluoro-2,3-dimethylphenyl)butanoate ClC1=CC=2OCCN(S(C2C=N1)(=O)=O)[C@H](C(=O)OC)C(C)C1=C(C(=CC=C1F)C)C